F[C@@H]1CNCCOC1 (R)-6-fluoro-1,4-oxazepan